CN1N=C(C=C1)S(=O)(N)=N 1-methyl-1H-pyrazole-3-sulfonimidamide